O[C@@H]([C@@H](C(=O)NC)NC(=O)C1(CC(NCC1)=O)CO)C N-((2S,3R)-3-hydroxy-1-(methylamino)-1-oxobutan-2-yl)-4-(hydroxymethyl)-2-oxopiperidine-4-carboxamide